NC([C@H](C[C@H]1C(NC(C1)(C)C)=O)NC([C@H](CC1CC1)NC(=O)C=1NC2=C(C(=CC(=C2C1)OC)Cl)F)=O)=O N-((S)-1-(((S)-1-amino-3-((R)-5,5-dimethyl-2-oxopyrrolidin-3-yl)-1-oxopropan-2-yl)amino)-3-cyclopropyl-1-oxopropan-2-yl)-6-chloro-7-fluoro-4-methoxy-1H-indole-2-carboxamide